N1(CCC1)C=1C2=C(N=C(N1)C)CN(C2)C(=O)O[C@@H]2CN(CC2)C2=CC(=NC=C2)C(F)(F)F (S)-1-(2-(Trifluoromethyl)pyridin-4-yl)pyrrolidin-3-yl 4-(azetidin-1-yl)-2-methyl-5,7-dihydro-6H-pyrrolo[3,4-d]pyrimidine-6-carboxylate